C(CCCCCCC\C=C/CCCCCCCC)(=O)[O-].[Sm+3].C(CCCCCCC\C=C/CCCCCCCC)(=O)[O-].C(CCCCCCC\C=C/CCCCCCCC)(=O)[O-] samarium (III) oleate